O=C1NC(CC[C@@H]1C1=NN(C2=CC(=CC=C12)N1CCC(CC1)CC(=O)O)C)=O 2-[1-[3-[(3R)-2,6-dioxo-3-piperidyl]-1-methyl-indazol-6-yl]-4-piperidyl]acetic acid